C1C=CC2=CC=C3C(=C12)C=CC=C3 trans-benzindene